N1N=CC(=C1)C1=CC=C(C=C1)NC1=NC(=NC=C1)C1=CC=C2C=C(NC2=C1)C(=O)N(C)C(CO)CO 6-(4-((4-(1H-pyrazol-4-yl)phenyl)-amino)-pyrimidin-2-yl)-N-(1,3-dihydroxy-propan-2-yl)-N-methyl-1H-indole-2-carboxamide